FC1=C(OC2=C(C(=O)N)C=CC=N2)C=CC(=C1)CC(=O)NC1=NN2C(C=CC(=C2)F)=N1 2-(2-fluoro-4-(2-((6-fluoro-[1,2,4]triazolo[1,5-a]pyridin-2-yl)amino)-2-oxoethyl)phenoxy)nicotinamide